2,4,6-TRIS(3'-(pyridin-3-yl)biphenyl-3-yl)-1,3,5-triazine N1=CC(=CC=C1)C=1C=C(C=CC1)C1=CC(=CC=C1)C1=NC(=NC(=N1)C=1C=C(C=CC1)C1=CC(=CC=C1)C=1C=NC=CC1)C=1C=C(C=CC1)C1=CC(=CC=C1)C=1C=NC=CC1